FC=1C=C(C=CC1C1=NOC(=N1)C(F)(F)F)COC=1C=CC=C2CCNCC12 8-({3-fluoro-4-[5-(trifluoromethyl)-1,2,4-oxadiazol-3-yl]phenyl}methoxy)-1,2,3,4-tetrahydroisoquinoline